1,3-bis(4-fluorophenyl)-2-oxo-2,3-dihydro-1H-benzo[d]imidazole-5-carboxylic acid FC1=CC=C(C=C1)N1C(N(C2=C1C=CC(=C2)C(=O)O)C2=CC=C(C=C2)F)=O